6-chloro-N-(5-cyclopropyl-4,6-dimethoxy-pyrimidin-2-yl)-1H-indole-3-sulfonic acid amide ClC1=CC=C2C(=CNC2=C1)S(=O)(=O)NC1=NC(=C(C(=N1)OC)C1CC1)OC